N1CCC2(CC1)CC=1C(=NC=CC1)C2 5,7-dihydrospiro[cyclopenta[b]pyridine-6,4'-piperidin]